C(C)C1=C(C(=C(C(=C1CC)OC(C)(C)C)CC)C)O 2,3,5-Triethyl-6-methyl-4-tert.-butoxy-phenol